C1=C(C=CC=2C=CC=3C=CC=4C=CC=CC4C3C21)B2OC(C(O2)(C)C)(C)C 2-Benzo[c]phenanthren-2-yl-4,4,5,5-tetramethyl-(1,3,2-dioxaborolane)